The molecule is a pyrroline consisting of 2-pyrroline having methyl and carboxy substituents at positions 4 and 5 respectively. It is a monocarboxylic acid and a pyrroline. C[C@@H]1C=CN[C@H]1C(=O)O